The molecule is a member of the class of benzyl alcohols that is benzyl alcohol substituted by fluoro groups at positions 2 and 3 respectively. It is an organofluorine compound and a member of benzyl alcohols. C1=CC(=C(C(=C1)F)F)CO